[N+](=O)([O-])C=1C=C(C=CC1NCCSC1=CC=CC=C1)S(=O)(=O)NC(C1=CC=CC=C1)=O N-[3-nitro-4-(2-Phenylsulfanylethylamino)phenyl]sulfonylbenzamide